Diethyl (1RS,3aSR,6aSR)-5-(2-chlorophenyl)-4,6-dioxo-1-phenyl-1,3a,4,5,6,6a-hexahydropyrrolo[3,4-c]pyrrole-1-phosphonate ClC1=C(C=CC=C1)N1C([C@@H]2[C@H](C1=O)C=N[C@]2(P(OCC)(=O)OCC)C2=CC=CC=C2)=O |r|